OC1(CC(C1)N1CCC2=C1N=NC(=C2C)C2=C(C=C(C=C2)C(F)(F)F)O)C 2-[7-(cis-3-hydroxy-3-methylcyclobutyl)-4-methyl-6,7-dihydro-5H-pyrrolo[2,3-c]pyridazin-3-yl]-5-(trifluoromethyl)phenol